S1C(=NC2=C1C=CC=C2)NC2=NC(=CC(=N2)NC2[C@@H]1CC[C@H](C2)C1)N[C@H]1CNCC1 N2-(benzo[d]thiazol-2-yl)-N4-((1R,4S)-bicyclo-[2.2.1]heptan-2-yl)-N6-((R)-pyrrolidin-3-yl)-pyrimidine-2,4,6-triamine